N1=NN=NC(=C1C(=O)N)C(=O)N Tetrazinedicarboxamide